C1(CCCCC1)N1C(CCC1)=O N-cyclohexylbutyrolactam